C(C)N=C=NCC N,N'-diethyl-carbodiimide